(S)-2-amino-3-(5-(4-((5-chloropyridin-2-yl)oxy)phenyl)-1,2,4-oxadiazol-3-yl)propanoic acid ethyl ester C(C)OC([C@H](CC1=NOC(=N1)C1=CC=C(C=C1)OC1=NC=C(C=C1)Cl)N)=O